OC1(CCN(CC1)C1=NC=CC(=N1)NC=1N=CC2=C(C=CC(=C2C1)[C@@H]1N(CCCC1)C(C=C)=O)N1[C@@H]([C@H](C1)CS(=O)(=O)C)C)C 1-((R)-2-(3-((2-(4-hydroxy-4-methylpiperidin-1-yl)pyrimidin-4-yl)amino)-8-((2R,3S)-2-methyl-3-((methylsulfonyl)methyl)azetidin-1-yl)isoquinolin-5-yl)piperidin-1-yl)prop-2-en-1-one